ClC1=C(C=C(C(=O)N2CCC3(CC2)CCC(CC3)CN3CCN(CC3)C(=O)[O-])C=C1)N1C(NC(CC1)=O)=O 4-((3-(4-Chloro-3-(2,4-dioxotetrahydropyrimidin-1(2H)-yl)benzoyl)-3-azaspiro[5.5]undecane-9-yl)methyl)piperazine-1-carboxylate